C(C)S(=O)(=O)C1=CC=C(C=C1)[C@H](CO)NC(C1=CC=C(C=C1)N1C(CN(CC1C)CC1=CC=C(C=C1)C(F)(F)F)C)=O N-((R)-1-(4-(ethylsulfonyl)phenyl)-2-hydroxyethyl)-4-(2,6-dimethyl-4-(4-(trifluoromethyl)benzyl)piperazin-1-yl)benzamide